N1[C@H](CCC1)CO 2R-pyrrolidinemethanol